3-tetradecene-1-ol C(CC=CCCCCCCCCCC)O